1-(4-Fluorophenyl)-N-[3-fluoro-4-(4,4,5,5-tetramethyl-1,3,2-dioxaborolan-2-yl)phenyl]-2-oxo-pyridine-3-carboxamide FC1=CC=C(C=C1)N1C(C(=CC=C1)C(=O)NC1=CC(=C(C=C1)B1OC(C(O1)(C)C)(C)C)F)=O